COC(CCN(CC(=O)OCC)CC1=CC=CC=C1)=O 3-(benzyl-(2-ethoxy-2-oxoethyl)amino)propionic acid methyl ester